[N+](=O)([O-])C=1C=C(C(=O)O)C=CC1O 3-nitro-4-hydroxybenzoic acid